C(CCCCCCCCC)(=O)N[C@@H](COC(=O)NC1=CC=C(C(=O)OC(C)(C)C)C=C1)C(=O)NCCCCCC tert-butyl (S)-4-(((2-decanamido-3-(hexylamino)-3-oxopropoxy)carbonyl)amino)benzoate